N-[4-[[4-[1-[3-chloro-5-cyano-4-[2-[2-[2-(2,6-dioxo-3-piperidyl)-1,3-dioxo-isoindolin-5-yl]oxyethoxy]ethoxy]phenyl]-1-methyl-ethyl]phenoxy]methyl]pyrimidin-2-yl]methanesulfonamide ClC=1C=C(C=C(C1OCCOCCOC=1C=C2C(N(C(C2=CC1)=O)C1C(NC(CC1)=O)=O)=O)C#N)C(C)(C)C1=CC=C(OCC2=NC(=NC=C2)NS(=O)(=O)C)C=C1